17-((2R,5R)-5-ethyl-6-methylheptan-2-yl)-10,13-dimethyl-2,3,4,7,8,9,10,11,12,13,14,15,16,17-tetradecahydro-1H-cyclopenta[a]phenanthren C(C)[C@H](CC[C@@H](C)C1CCC2C3CC=C4CCCCC4(C3CCC12C)C)C(C)C